COC1=C(CN(S(=O)(=O)C)C2=NC=CC(=N2)COC2=CC=C(C=C2)C(C)(C)C2=CC=C(C=C2)O)C=CC(=C1)OC N-(2,4-dimethoxybenzyl)-N-(4-((4-(2-(4-hydroxyphenyl)propan-2-yl)phenoxy)methyl)pyrimidin-2-yl)methanesulfonamide